(2-(3-aminocyclohexyl)phenyl)-2-(2-fluoro-6-methoxyphenyl)pyrimidine-4-carboxamide NC1CC(CCC1)C1=C(C=CC=C1)C=1C(=NC(=NC1)C1=C(C=CC=C1OC)F)C(=O)N